C1(CC1)C1=CC(=NC=C1)N1N=CC(=C1)S(=O)(=O)NC=1C(=CC=C2C=NN(C12)C)OC 1-(4-CYCLOPROPYLPYRIDIN-2-YL)-N-(6-METHOXY-1-METHYL-1H-INDAZOL-7-YL)-1H-PYRAZOLE-4-SULFONAMIDE